ClC1=CC=C(C(=N1)C(=O)O)N[C@H](C)C=1C=C(C=C2C(N(C(=NC12)C1=NN(C=C1)C)C)=O)C (R)-6-chloro-3-((1-(3,6-dimethyl-2-(1-methyl-1H-pyrazol-3-yl)-4-oxo-3,4-dihydroquinazolin-8-yl)ethyl)amino)picolinic acid